C(C)OC1=C(C(=C(C(=C1)C1=C(C(=CC=C1)F)F)O)F)OCCC ethoxy-2',3,3'-trifluoro-4-propoxy-[1,1'-biphenyl]-2-ol